6-(7-fluoroimidazo[1,2-a]pyridin-3-yl)-N-((3S,4S)-4-fluoropyrrolidin-3-yl)pyridin-2-amine FC1=CC=2N(C=C1)C(=CN2)C2=CC=CC(=N2)N[C@H]2CNC[C@@H]2F